FC1=C(C=CC(=C1)CNC(CF)C)C1=NOC(=C1)C=1C(=NC=C(N1)C1=CC=C(C=C1)S(=O)(=O)C(C)CCF)N 3-(3-(2-fluoro-4-((1-fluoropropan-2-ylamino)methyl)phenyl)isoxazol-5-yl)-5-(4-(4-fluorobutan-2-ylsulfonyl)phenyl)pyrazin-2-amine